C(C)OC(=O)C1=CN(C2=CC(=C(C=C2C1=O)F)Cl)C1CC1 1-cyclopropyl-7-chloro-6-fluoro-1,4-dihydro-4-oxoquinoline-3-carboxylic acid ethyl ester